3-((9,9-dimethyl-7-(piperazin-1-ylmethyl)-9,10-dihydroacridin-3-yl)amino)-N-methylbenzamide CC1(C2=CC(=CC=C2NC=2C=C(C=CC12)NC=1C=C(C(=O)NC)C=CC1)CN1CCNCC1)C